FC(\C=C\C(F)(F)F)(F)F (E)-1,1,1,4,4,4-hexafluorobut-2-ene